CC1(CC(=CC=C1)NC1=NC(=NC(=C1)C1=CC=CC=C1)C1CNCCC1)NC 3,N3-dimethyl-N1-[6-phenyl-2-(3-piperidinyl)pyrimidin-4-yl]Benzene-1,3-diamine